ClC=1C=2N(C3=CC=C(C=C3N1)C(=O)OC)C=CC2F methyl 4-chloro-3-fluoropyrrolo[1,2-a]quinoxaline-7-carboxylate